CN(C=C(C=O)I)C 3-(DIMETHYLAMINO)-2-IODOACROLEIN